C1(CC1)CC(=O)N1[C@H]([C@H](CCC1)NS(=O)(=O)C)CO[C@@H]1C[C@@H](C1)C1=CC=CC=C1 N-(cis-1-(cyclopropylacetyl)-2-(((cis-3-phenylcyclobutyl)oxy)methyl)-piperidin-3-yl)methanesulfonamide